1,1-bis[4-(hydroxyethoxy)phenyl]cyclohexane OCCOC1=CC=C(C=C1)C1(CCCCC1)C1=CC=C(C=C1)OCCO